C(C1=CC=CC=C1)N(CCCC(=O)C1CCN(CC1)C(=O)OC(C)(C)C)CC1=CC=CC=C1 tert-butyl 4-(4-(dibenzylamino)butanoyl)piperidine-1-carboxylate